3-(2-chloro-2-oxoacetyl)-1H-indol-4-yl acetate C(C)(=O)OC1=C2C(=CNC2=CC=C1)C(C(=O)Cl)=O